C(C=C)OC1=CC=C(C=C1)C1=NOC(N1)=O 3-(4-(Allyloxy)phenyl)-1,2,4-oxadiazol-5(4H)-one